CC1=CC(=C(C=C1)N)N 4-methyl-1,2-phenylenediamine